(1S,2S)-3-amino-2-fluoro-1-(4-fluorophenyl)propan-1-ol NC[C@@H]([C@@H](O)C1=CC=C(C=C1)F)F